IN1C(=O)NC(=O)C=C1 N-iodouracil